O=C1N(C=NC2=CC(=CC=C12)C=1C(=NNC1)C(F)(F)F)[C@H](C)C1=C(C(=O)N)C=CC=C1 ((R)-1-[4-oxo-7-[3-(trifluoromethyl)-1H-pyrazol-4-yl]quinazolin-3-yl]ethyl)benzamide